8,12-epoxy-13,14,15,16-tetranorlabdane C[C@]12CCCC([C@H]1CC[C@@]3([C@@H]2CCO3)C)(C)C